10-ethyl-10H-phenothiazine-3,7-dicarboxaldehyde C(C)N1C2=CC=C(C=C2SC=2C=C(C=CC12)C=O)C=O